C(C)(=O)OC=C.[NH4+] Ammonium Vinyl Acetate